O=C1NC(CCC1N1C(C2=CC=C(C=C2C1)N1CCC(CC1)CCCN1CCN(CC1)C1=CC=C(C=C1)\C(=C(/CC)\C1=CC=CC=C1)\C1=CC=C(C=C1)B(O)O)=O)=O (E)-(4-(1-(4-(4-(3-(1-(2-(2,6-dioxopiperidin-3-yl)-1-oxoisoindolin-5-yl)piperidin-4-yl)propyl)piperazin-1-yl)phenyl)-2-phenylbut-1-en-1-yl)phenyl)boronic acid